NC1=C(C=C(C=C1)C1=CC(=C(C=C1)NC(CCCCCCCN=[N+]=[N-])=O)C)C N-(4'-amino-3,3'-dimethyl-[1,1'-biphenyl]-4-yl)-8-azidooctanamide